C(C)OC1=CC=2N=CN=C(C2N=C1NC(=O)C12CN(CC2C1)C)C=1C(=NN(C1)C)C1=CC=CC=C1 N-(7-ethoxy-4-(1-methyl-3-phenyl-1H-pyrazol-4-yl)pyrido[3,2-d]pyrimidin-6-yl)-3-methyl-3-azabicyclo[3.1.0]hexane-1-carboxamide